FC(CO)(F)C=1C(=C(C=CC1)[C@@H](C)NC1=NC(=NC2=CC3=C(C=C12)C1(C(N3C)=O)CC1)C)F (R)-4'-((1-(3-(1,1-difluoro-2-hydroxyethyl)-2-fluorophenyl)ethyl)amino)-2',8'-dimethylspiro[cyclopropane-1,6'-pyrrolo[3,2-g]quinazolin]-7'(8'H)-one